4-Amino-N'-(4-hydroxybenzoyl)-3-(piperidin-1-yl)benzenesulfonohydrazide NC1=C(C=C(C=C1)S(=O)(=O)NNC(C1=CC=C(C=C1)O)=O)N1CCCCC1